2-acryloxytetradecane C(C=C)(=O)OC(C)CCCCCCCCCCCC